4-aminoimidazole-4-carboxamide NC1(N=CN=C1)C(=O)N